(S)-acetic acid 1-((2-(1-(2-fluorobenzyl)-5-(isoxazol-3-yl)-1H-pyrazol-3-yl)-pyrimidin-4-yl) amino)-1-oxoprop-2-yl ester FC1=C(CN2N=C(C=C2C2=NOC=C2)C2=NC=CC(=N2)NC([C@H](C)OC(C)=O)=O)C=CC=C1